IC=1C=NN2C1C=CC(=C2)SC=2N=NC(=CC2)C 3-iodo-6-(6-methylpyridazin-3-yl)sulfanylpyrazolo[1,5-a]pyridine